(((7-(5-(chlorodifluoromethyl)-1,2,4-oxadiazol-3-yl)imidazo[1,2-a]pyridin-2-yl)methyl)imino)(2,4-difluorophenyl)(methyl)-λ6-sulfanone ClC(C1=NC(=NO1)C1=CC=2N(C=C1)C=C(N2)CN=S(=O)(C)C2=C(C=C(C=C2)F)F)(F)F